F[C@H]1[C@@H](C1)C1=CC(=NO1)C(=O)NC1C[C@H]2CC[C@@H](C1)N2S(=O)(=O)CC2CCC(CC2)NCCCC(F)(F)F 5-((1S,2R)-2-fluorocyclopropyl)-N-((1R,3R,5S)-8-((((1r,4S)-4-((4,4,4-trifluorobutyl)amino)cyclohexyl)methyl)sulfonyl)-8-azabicyclo[3.2.1]octan-3-yl)isoxazole-3-carboxamide